4-(5-(3-((2-(3-carboxy-3-methylbutyl)-4-fluoro-6-methoxybenzo[b]thiophen-5-yl)oxy)propoxy)-4-fluoro-6-methoxybenzo[b]thiophen-2-yl)-2,2-dimethyl-4-oxobutanoic acid C(=O)(O)C(CCC1=CC2=C(S1)C=C(C(=C2F)OCCCOC2=C(C1=C(SC(=C1)C(CC(C(=O)O)(C)C)=O)C=C2OC)F)OC)(C)C